1-(4-(3-(benzyloxy)pyrrolidin-1-yl)indolin-1-yl)-2-((2-methyl-5-(3-methyl-1,2,4-thiadiazol-5-yl)phenyl)amino)ethan-1-one C(C1=CC=CC=C1)OC1CN(CC1)C1=C2CCN(C2=CC=C1)C(CNC1=C(C=CC(=C1)C1=NC(=NS1)C)C)=O